trans-2-(benzyloxymethyl)-3-methyl-cyclopropanecarboxylic acid C(C1=CC=CC=C1)OCC1C(C1C)C(=O)O